NC(=O)C1C=CC=NC=1 NiaciNamide